tert-Butyl (R)-4-(2-((5-(3-((4-bromobenzyl)(cyclopropyl)carbamoyl)piperidin-1-yl)pyridin-3-yl)oxy)-2-methylpropanoyl)piperazine-1-carboxylate BrC1=CC=C(CN(C(=O)[C@H]2CN(CCC2)C=2C=C(C=NC2)OC(C(=O)N2CCN(CC2)C(=O)OC(C)(C)C)(C)C)C2CC2)C=C1